OC=1C(=C(C2=C(CCC(O2)(C)CCC(=O)O)C1)C)C 3-(6-hydroxy-2,7,8-trimethyl-3,4-dihydro-2H-benzopyran-2-yl)propionic acid